N1(N=NC=C1)C=1C=C(C=C(C(=O)O)C1)C(=O)O 5-(triazole-1-yl)isophthalic acid